3,5-bis(trimethylsilyl)-2,3-naphthyridin-1-one C[Si](N1NC(C2=CC=CC(=C2C1)[Si](C)(C)C)=O)(C)C